Amino-Boc-amine NNC(=O)OC(C)(C)C